C(C)(C)(C)OC(C(C)(C)C)=O 2,2-dimethylpropionic acid tert-butyl ester